6-chloro-1-methylpyrimidine-2,4(1H,3H)-dione ClC1=CC(NC(N1C)=O)=O